2,4-dichloro-6-(4-(trifluoromethyl)-pyrimidin-2-yl)-1,3,5-triazine ClC1=NC(=NC(=N1)Cl)C1=NC=CC(=N1)C(F)(F)F